1,1,3,3-tetracyclopropyl-1,3-disilacyclobutane C1(CC1)[Si]1(C[Si](C1)(C1CC1)C1CC1)C1CC1